(1R,2S)-1-amino-2-ethylcyclopentane-1-carboxylic acid methyl ester COC(=O)[C@@]1([C@H](CCC1)CC)N